C(C)OC(=O)C1=NC=C(C=C1F)C 3-fluoro-5-methylpyridinecarboxylic acid ethyl ester